(3R,4S)-4-methyl-piperidin-3-ol hydrochloride Cl.C[C@@H]1[C@H](CNCC1)O